tert-butyl 4-(5-fluoro-3-iodo-1H-indazol-6-yl)piperidine-1-carboxylate FC=1C=C2C(=NNC2=CC1C1CCN(CC1)C(=O)OC(C)(C)C)I